CC1=CC(=C2C(=C1OCC=C(C)C)C(OC3=C(C2=O)C(=C(C=C3)CC=C(C)C)O)O)O The molecule is a dibenzooxepine that is dibenzo[b,e]oxepin-11(6H)-one which is substituted by hydroxy groups at positions 1, 6, and 10, a 3,3-dimethylallyl group at position 2, a 3,3-dimethylallyloxy group at position 7, and a methyl group at position 8. It is a lactol, a cyclic ketone, a dibenzooxepine, an arugosin A and a polyphenol. It is a tautomer of an arugosin A (hydroxy-aldehyde form).